(5-fluoroisoindolin-2-yl)-3-isopropyl-N-(2-oxo-1,2,3,4-tetrahydroquinolin-7-yl)-7-(1H-pyrazol-4-yl)pyrazolo[1,5-a]pyrimidine-2-carboxamide FC=1C=C2CN(CC2=CC1)C1=NC=2N(C(=C1)C=1C=NNC1)N=C(C2C(C)C)C(=O)NC2=CC=C1CCC(NC1=C2)=O